2-[3-(N-methyl-N-phenylethylamino)propyl]-1,2,3,4-tetrahydrobenzofuran CN(CCC1=CC=CC=C1)CCCC1OC=2C(C1)CC=CC2